ClC1=NC=2C=CC=CC2C=2N1N=C(N2)C=2C(=NN(C2)CC)C 5-Chloro-2-(1-ethyl-3-methyl-1H-pyrazol-4-yl)[1,2,4]triazolo[1,5-c]quinazoline